2-bromo-9,9-dibutyl-fluorene BrC1=CC=2C(C3=CC=CC=C3C2C=C1)(CCCC)CCCC